3-(5-(1-(3-(4-(2-(4-(2-(4-chlorophenyl)-6-methoxybenzo[b]thiophene-3-carbonyl)phenoxy)ethyl)piperazin-1-yl)propyl)piperidin-4-yl)-1-oxoisoindolin-2-yl)piperidine-2,6-dione ClC1=CC=C(C=C1)C1=C(C2=C(S1)C=C(C=C2)OC)C(=O)C2=CC=C(OCCN1CCN(CC1)CCCN1CCC(CC1)C=1C=C3CN(C(C3=CC1)=O)C1C(NC(CC1)=O)=O)C=C2